(rac)-N-{2-amino-1-[3-(dimethylphosphoryl)phenyl]ethyl}-3-(1H-pyrazol-4-yl)-1H-indole-7-carboxamide NC[C@@H](C1=CC(=CC=C1)P(=O)(C)C)NC(=O)C=1C=CC=C2C(=CNC12)C=1C=NNC1 |r|